FC=1C=C(C=CC1)C(C#N)(C)C 2-(3-Fluorophenyl)-2-methylpropanenitrile